4-[[(2S,3R,4R,5R)-3-(3,4-Difluoro-2-methoxy-phenyl)-4,5-dimethyl-5-(trifluoromethyl)tetrahydrofuran-2-carbonyl]amino]-3-methyl-pyridin-2-carboxamid FC=1C(=C(C=CC1F)[C@@H]1[C@H](O[C@]([C@@H]1C)(C(F)(F)F)C)C(=O)NC1=C(C(=NC=C1)C(=O)N)C)OC